((2-(((3S,6S,9aS)-3-(3-(4-(azetidin-1-yl)pyridin-3-yl)azetidine-1-carbonyl)-5-oxooctahydro-1H-pyrrolo[1,2-a]azepin-6-yl)carbamoyl)benzo[b]thiophen-5-yl)methyl)phosphonic acid N1(CCC1)C1=C(C=NC=C1)C1CN(C1)C(=O)[C@@H]1CC[C@H]2N1C([C@H](CCC2)NC(=O)C2=CC1=C(S2)C=CC(=C1)CP(O)(O)=O)=O